4-(4-(4-chloro-2-fluorophenyl)-6,7-dimethylpteridin-2-yl)-2-(2-methoxypyridin-4-yl)morpholine ClC1=CC(=C(C=C1)C1=NC(=NC2=NC(=C(N=C12)C)C)N1CC(OCC1)C1=CC(=NC=C1)OC)F